Ethyl (S)-5-((4-(2-(7-((4-(2-amino-4,4-dimethylpentanamido)phenethyl)(methyl)amino)-N,4,4-trimethyl oxoheptanamido)ethoxy)benzamido)methyl)-2-fluorobenzoate N[C@H](C(=O)NC1=CC=C(CCN(C(CCC(CCC(=O)N(C)CCOC2=CC=C(C(=O)NCC=3C=CC(=C(C(=O)OCC)C3)F)C=C2)(C)C)=O)C)C=C1)CC(C)(C)C